FC(CC(C1=C(C=C(C=C1)F)C)N(C(C(=O)O)=O)CC)(F)F.P(=O)(O)(O)OC[C@H](N)C(=O)O PhosphoSerine 2,2,2-trifluoroethyl-2-[ethyl-[(4-fluoro-2-methyl-phenyl)methyl]amino]-2-oxo-acetate